(R)-4-((2-cyanophenyl)thio)-6-(5-methyl-1-(piperidin-3-ylmethyl)-1H-pyrazol-4-yl)pyrazolo[1,5-a]pyridine-3-carbonitrile C(#N)C1=C(C=CC=C1)SC=1C=2N(C=C(C1)C=1C=NN(C1C)C[C@H]1CNCCC1)N=CC2C#N